CCCCCCCCCCCCCCCCCC(=O)OC[C@H](COP(=O)(O)OC[C@@H](C(=O)O)N)OC(=O)CCCCCCCCC/C=C\CCCCCCCCCC 1-octadecanoyl-2-(11Z-docosenoyl)-glycero-3-phosphoserine